C(O[C@H]1C[C@H](CC1)C1=NN(C(=C1)NC1=CC=C2C(N(N(C2=C1)C)CC1=CC=C(C=C1)OC)=O)C(C)(C)C)(OC1=CC=C(C=C1)[N+](=O)[O-])=O (1R,3S)-3-[1-tert-butyl-5-({2-[(4-methoxyphenyl)methyl]-1-methyl-3-oxo-2,3-dihydro-1H-indazol-6-yl}amino)-1H-pyrazol-3-yl]cyclopentyl 4-nitrophenyl carbonate